BrC1=CC(=C(C=2C=COC21)F)C 7-bromo-4-fluoro-5-methylbenzofuran